CC1=CC=CC(=N1)C1=C(C=CC=C1)C1=C(C(=NC(=C1N1C2=CC=CC=C2C=2C=C(C=CC12)C(C)(C)C)N1C2=CC=CC=C2C=2C=C(C=CC12)C(C)(C)C)N1C2=CC=CC=C2C=2C=C(C=CC12)C(C)(C)C)N1C2=CC=CC=C2C=2C=C(C=CC12)C(C)(C)C 9,9',9'',9'''-(4-(2-(6-methylpyridin-2-yl)phenyl)pyridine-2,3,5,6-tetrayl)tetrakis(3-(tert-butyl)-9H-carbazole)